(4-methoxyphenyl)(1-methyl-1H-pyrrolo[2,3-c]pyridin-3-yl)methanone COC1=CC=C(C=C1)C(=O)C1=CN(C2=CN=CC=C21)C